CC=1N=C2N(C=C(C=C2)NC(C2=CN=C(C=C2)N2CCN(CC2)C)=O)C1 N-(2-Methylimidazo[1,2-a]pyridin-6-yl)-6-(4-methylpiperazin-1-yl)nicotinamide